BrC1=CC=C2C(=CNC2=C1F)S(=O)(=O)NC1=NC(=C(C(=N1)OC)OCC(F)F)OC 6-bromo-N-[5-(2,2-difluoroethoxy)-4,6-dimethoxy-pyrimidin-2-yl]-7-fluoro-1H-indole-3-sulfonamide